N'-bis-hydroxyethyl-urea OC(CNC(N)=O)O